C(CCCCC)OC(CCCCCCC/C=C/CCO)OCCCCCC (3E)-12,12-dihexyloxy-3-dodecen-1-ol